O1C(=C(C=C1)C(=O)O)C(=O)O furan-2,3-dicarboxylic acid